C1(=CC=CC=C1)C=CC(=O)OCCS(=O)(=O)C=1C=C2C(N(CC2=CC1)C1C(NC(CC1)=O)=O)=O 2-[2-(2,6-dioxo-3-piperidyl)-3-oxo-isoindolin-5-yl]sulfonylethyl 3-phenylprop-2-enoate